C1(CC1)N1C=NC2=C1C=CC(=C2)C(C)N 1-(1-cyclopropylbenzimidazol-5-yl)ethanamine